(3,4,5-trifluorophenyl)boron FC=1C=C(C=C(C1F)F)[B]